C(C)(C)(C)C=1C=C(C=C(C1O)C(C)(C)C)CCC(=O)O 3-(3,5-di-t-butyl-4-hydroxyphenyl)propanoic acid